tert-butyl 3-(6-(pyridin-4-yl)-1H-benzo[d]imidazol-1-yl)piperidine-1-carboxylate N1=CC=C(C=C1)C=1C=CC2=C(N(C=N2)C2CN(CCC2)C(=O)OC(C)(C)C)C1